N[C@H]1C2N(CC1CC2)C(=O)C=2C=CC=1N(C2)N=C(C1C)C=1N(C2=C(C=CC=C2C1)C1CCN(CC1)C([C@@H](C)O)=O)CC1CC1 (2R)-1-(4-(2-(6-((7R)-7-amino-2-azabicyclo[2.2.1]heptane-2-carbonyl)-3-methylpyrazolo[1,5-a]pyridin-2-yl)-1-(cyclopropylmethyl)-1H-indol-7-yl)piperidin-1-yl)-2-hydroxypropan-1-one